COS(=O)(=O)C1=CC=C(C)C=C1 p-toluenesulfonic acid methyl ester